({1-[3-(pyridin-2-yl)propyl]hexahydropyridin-4-yl}amino)methanoic acid-2-methylpropan-2-yl ester CC(C)(C)OC(=O)NC1CCN(CC1)CCCC1=NC=CC=C1